(S)-2-(6-(4-hydroxyphenoxy)benzo[d]thiazol-2-yl)-4,5-dihydrothiazole-4-carboxylic acid OC1=CC=C(OC2=CC3=C(N=C(S3)C=3SC[C@@H](N3)C(=O)O)C=C2)C=C1